C[Si](CCCN)(OCC)C Dimethylethoxy(aminopropyl)silan